IC=1C=CC2=C(C(CO2)=O)C1 5-iodobenzofuran-3(2H)-one